C1(CCCCC1)C(CC(CCCCC)C)(O)C1CC1 1-Cyclohexyl-1-cyclopropyl-3-methyl-octan-1-ol